2-chloro-N-(3-(2-nitro-1-(2-phenyl-1H-indol-3-yl)ethyl)phenyl)acetamide ClCC(=O)NC1=CC(=CC=C1)C(C[N+](=O)[O-])C1=C(NC2=CC=CC=C12)C1=CC=CC=C1